2-(3-(5-(2,4-difluorophenyl)thiazole-2-carboxamido)-1-(4-hydroxy-4-methylcyclohexyl)azetidin-3-yl)acetic acid FC1=C(C=CC(=C1)F)C1=CN=C(S1)C(=O)NC1(CN(C1)C1CCC(CC1)(C)O)CC(=O)O